FC(C=1C=C2C(=CC1)N(C(C21CCN(CC1)CCOC1=CC=C(C=C1)C1(CC(C1)O)S(=O)(=O)C)=O)C)F 5-(difluoromethyl)-1'-{2-[4-(3-hydroxy-1-methanesulfonylcyclobutyl)phenoxy]ethyl}-1-methyl-1,2-dihydrospiro[indole-3,4'-piperidin]-2-one